OP(O)OP(O)O.C(C)(C)(C)C1=C(C(=CC(=C1)C)C(C)(C)C)C(O)(C(CO)(CO)CO)CC(CCCC)CC 2,6-di-tert-butyl-4-methylphenyl-2-ethylhexyl-pentaerythritol diphosphite